C(C)OCC(C)NC(=O)C1CN(C1)C1=CC(=C2C(C(=CN(C2=N1)C1=NC=NS1)C(=O)O)=O)C 7-{3-[(1-ethoxypropan-2-yl)carbamoyl]azetidin-1-yl}-5-methyl-4-oxo-1-(1,2,4-thiadiazol-5-yl)-1,4-dihydro-1,8-naphthyridine-3-carboxylic acid